3-(6,6-difluoro-2-azaspiro[3.3]heptan-2-yl)-3-(4-hydroxyphenyl)-7-(trifluoromethyl)indol-2-one disodium 2,2'-(1,4-phenylene)bis(6-sulfo-1H-benzimidazole-4-sulfonate) C1(=CC=C(C=C1)C1=NC2=C(N1)C=C(C=C2S(=O)(=O)[O-])S(=O)(=O)O)C2=NC1=C(N2)C=C(C=C1S(=O)(=O)[O-])S(=O)(=O)O.[Na+].[Na+].FC1(CC2(CN(C2)C2(C(NC3=C(C=CC=C23)C(F)(F)F)=O)C2=CC=C(C=C2)O)C1)F